CC(=CC)CCC=C(CCC=C(C)C)C 3,7,11-Trimethyldodeca-2,6,10-trien